CC1=C(CCC2=CC(=CC=C12)OC1=CC(=CC=C1)C(F)(F)F)CN1CC(C1)C(=O)O 1-({1-Methyl-6-[3-(trifluoromethyl)phenoxy]-3,4-dihydro-2-naphthalenyl}methyl)-3-azetidinecarboxylic acid